ClC=1N=C(C2=C(N1)NC=C2)NC=2N=CN(C2)C2=CC(=C(C(=C2)OC)OC)OC 2-chloro-N-(1-(3,4,5-trimethoxyphenyl)-1H-imidazol-4-yl)-7H-pyrrolo[2,3-d]pyrimidin-4-amine